C1(=CC=CC2=CC=CC=C12)C1(CC1)C1(C=CC2=CC(NC2=C1)C(=O)N)C(=O)N 6-(1-(naphthalen-1-yl)cyclopropyl)-1H-indole-2,6-dicarboxamide